N1(CCC1)S(=O)(=O)C1CCN(CC1)C1=C(C=NC=C1F)N 4-(4-(azetidin-1-ylsulfonyl)piperidin-1-yl)-5-fluoropyridin-3-amine